rel-N-(6-amino-5-methyl-3-pyridyl)-2-[(2S,5R)-5-methyl-2-(4-thiazol-2-ylphenyl)-1-piperidyl]-2-oxo-acetamide NC1=C(C=C(C=N1)NC(C(=O)N1[C@@H](CC[C@H](C1)C)C1=CC=C(C=C1)C=1SC=CN1)=O)C |o1:12,15|